5-Fluoro-1-(4-fluoro-3-(4-(pyrimidin-2-yl)piperazine-1-carbonyl)benzyl)quinazoline-2,4(1H,3H)-dione FC1=C2C(NC(N(C2=CC=C1)CC1=CC(=C(C=C1)F)C(=O)N1CCN(CC1)C1=NC=CC=N1)=O)=O